N-[3-chloro-4-[4-(piperidine-4-carbonyl)piperazine-1-carbonyl]phenyl]-5-[2-methoxy-4-(trifluoromethyl)pyrimidin-5-yl]-1-methyl-imidazole-2-carboxamide ClC=1C=C(C=CC1C(=O)N1CCN(CC1)C(=O)C1CCNCC1)NC(=O)C=1N(C(=CN1)C=1C(=NC(=NC1)OC)C(F)(F)F)C